C(C)OC(=O)C1=NC=CC(=C1)C=1OC2=C(N1)C=C(C=C2)C(NC)=O 4-(5-(methylcarbamoyl)benzo[D]oxazol-2-yl)pyridinecarboxylic acid ethyl ester